CC1=CC=C(S1)C1=C(N)C=C(C=C1)C=1C=NOC1C 2-(5-methylthiophen-2-yl)-5-(5-methylisoxazol-4-yl)aniline